C(C)N(C(C1=C(C=CC(=C1)F)C1=CC(=CC=2N1C=NC2)[C@H]2CNCC2)=O)C(C)C N-ethyl-5-fluoro-N-isopropyl-2-{7-[(3S)-pyrrolidin-3-yl]imidazo[1,5-a]pyridin-5-yl}benzamide